N1C=C(C2=CC=CC=C12)NC(=O)N1CC2=C(C=CC=C2CC1)C1=CC=CC=C1 N-(1H-indol-3-yl)-8-phenyl-3,4-dihydroisoquinoline-2(1H)-carboxamide